(S)-3-(3-bromophenyl)-2-(1,3-dioxoisoindolin-2-yl)-N-methylpropanamide BrC=1C=C(C=CC1)C[C@@H](C(=O)NC)N1C(C2=CC=CC=C2C1=O)=O